ClC1=CC=C(C=C1)[C@@]1(N(C(C2=CC(=CC=C12)C(C)(C)O)=O)CC1=CC=C(C=C1)Cl)OCC1(CC1)COC (3R)-3-(4-chlorophenyl)-2-[(4-chlorophenyl)methyl]-6-(2-hydroxypropan-2-yl)-3-{[1-(methoxymethyl)cyclopropyl]methoxy}-2,3-dihydro-1H-isoindol-1-one